Cl.ClCC(C(CCCCN)NS(=O)(=O)CC1=CC=CC=C1)=O 1-chloro-3-toluenesulfonylamino-7-amino-2-Heptanone hydrochloride